(S)-4-(3-(2-(1-amino-1,3-dihydrospiro[indene-2,4'-piperidine]-1'-yl)-1-methyl-6-oxo-1,6-dihydropyrimidin-5-yl)prop-2-yn-1-yl)-2-fluorobenzonitrile N[C@@H]1C2=CC=CC=C2CC12CCN(CC2)C=2N(C(C(=CN2)C#CCC2=CC(=C(C#N)C=C2)F)=O)C